3,3-difluoro-5'-methyl-1',2'-dihydrospiro(cyclobutane-1,3'-pyrrolo[3,2-b]pyridine) FC1(CC2(CNC=3C2=NC(=CC3)C)C1)F